[C@H]1(C=CC2=CC=CC=C12)N (1R,2S)-indenamine